C12(CC3CC(CC(C1)C3)C2)NC2=C(C#N)C(=CC=C2)Br 2-(tricyclo[3.3.1.13,7]dec-1-ylamino)-6-bromo-benzonitrile